N,N-bis(2-hydroxybenzyl)-L-glutamic acid OC1=C(CN([C@@H](CCC(=O)O)C(=O)O)CC2=C(C=CC=C2)O)C=CC=C1